BrC=1C=C2OC=3C=CC(=CC3C3(C2=CC1)C1=CC=CC=C1C=1C=CC=CC13)Cl 6'-bromo-2'-chlorospiro[9H-fluorene-9,9'-[9H]xanthene]